(S)-ethyl 3-(1-amino-1,3-dihydrospiro[indene-2,4'-piperidin]-1'-yl)-6-(2-amino-3-chloropyridin-4-yl)-5-methylpyrazine-2-carboxylate N[C@@H]1C2=CC=CC=C2CC12CCN(CC2)C=2C(=NC(=C(N2)C)C2=C(C(=NC=C2)N)Cl)C(=O)OCC